S(=O)(=O)(C1=CC=C(C)C=C1)N1CCCC1 1-tosylpyrrolidin